(R)-tert-butyl (8-(6-amino-3-carbamoylpyridin-2-yl)-8-azaspiro[4.5]decan-1-yl)carbamate NC1=CC=C(C(=N1)N1CCC2(CCC[C@H]2NC(OC(C)(C)C)=O)CC1)C(N)=O